C(C=C)(=O)N1[C@H](CN(C[C@H]1C)C1=NC(N2C3=C(C(=C(C=C13)C(F)(F)F)C=1C=CC=C3C=NN(C13)C)SC[C@@H]2COC)=O)C (3S,10S)-7-((3S,5R)-4-acryloyl-3,5-dimethylpiperazin-1-yl)-3-(methoxymethyl)-10-(1-methyl-1H-indazol-7-yl)-9-(trifluoromethyl)-2,3-dihydro-5H-[1,4]thiazino[2,3,4-ij]quinazolin-5-one